CNC[C@@H]1OCCC=2C=CC3=C(C12)COC3 (R)-N-methyl-1-(1,6,7,9-tetrahydro-3H-furo[3,4-H]isochromen-9-yl)methylamine